[N+](=O)([O-])C=1C=C(CN2CCOCC2)C=C(C1)C(F)(F)F 4-(3-nitro-5-(trifluoromethyl)benzyl)morpholine